S(=O)(=O)(C1=CC=C(C)C=C1)NC(NC1=C(C=CC=C1)NS(=O)(=O)C1=CC2=CC=CC=C2C=C1)=O N-(2-(3-Tosylureido)phenyl)naphthalin-2-sulfonamid